5-methyl-2-(4-trifluoromethoxy-phenoxy)-thiazole CC1=CN=C(S1)OC1=CC=C(C=C1)OC(F)(F)F